(5aR,5bS,7aS,10aS,10bR,E)-8-hydrazineylidene-5a,7a-dimethyl-N-(piperidin-1-yl)-5,5a,5b,6,7,7a,8,9,10,10a,10b,11-dodecahydro-4H-cyclopenta[7,8]phenanthro[2,1-d]thiazol-2-amine N(/N)=C\1/CC[C@@H]2[C@@]1(CC[C@@H]1[C@]3(CCC=4N=C(SC4C3=CC[C@@H]21)NN2CCCCC2)C)C